methyl 2-(1-benzyl-1,2,3,4-tetrahydro-1,5-naphthyridin-3-yl)acetate C(C1=CC=CC=C1)N1CC(CC2=NC=CC=C12)CC(=O)OC